N-cyclobutyl-2-(5-(3,5-dichloro-4-fluorophenyl)-5-(trifluoromethyl)-4,5-dihydroisoxazol-3-yl)-2,3-dihydro-1H-pyrrolo[3,4-c]pyridine-6-carboxamide C1(CCC1)NC(=O)C1=CC2=C(C=N1)CN(C2)C2=NOC(C2)(C(F)(F)F)C2=CC(=C(C(=C2)Cl)F)Cl